2,2-dibromo-2-fluoro-1-(4-bromophenyl)ethan-1-one methyl-2-amino-4,5-dimethoxy-benzoate COC(C1=C(C=C(C(=C1)OC)OC)N)=O.BrC(C(=O)C1=CC=C(C=C1)Br)(F)Br